4-bromo-3-chloro-benzoic acid BrC1=C(C=C(C(=O)O)C=C1)Cl